C(C)(C)(C)OC(=O)N1CC(=CC1)B1OC(C)(C)C(C)(C)O1 1-tert-butyloxycarbonyl-2,5-dihydro-1H-pyrrole-3-boronic acid pinacol ester